(3S,6S,8R,10aS)-8-acetamido-6-((S)-2-(methylamino)propanamido)-5-oxo-N-((S)-1,2,3,4-tetrahydronaphthalen-1-yl)decahydropyrrolo[1,2-a]azocine-3-carboxamide C(C)(=O)N[C@@H]1CC[C@@H]2N(C([C@H](C1)NC([C@H](C)NC)=O)=O)[C@@H](CC2)C(=O)N[C@H]2CCCC1=CC=CC=C21